O=C1NC(CCC1N1C(C2=CC=CC=C2C1)=O)=O 2-(2,6-Dioxopiperidin-3-yl)-1-oxoisoindoline